D-beta-Hydroxybutyrat OC(CC(=O)[O-])C